FC1(C(CC1)CN1C=NC2=C1C=C(C=C2)C(=O)O)F ((2,2-difluorocyclobutyl)methyl)-1H-benzo[d]imidazole-6-carboxylic acid